1-{3-fluorobicyclo[1.1.1]pentan-1-yl}methylamine hydrochloride Cl.FC12CC(C1)(C2)CN